FC1=C(CNC2=NC(=NC=C2C(=O)N)NC=2C=NN(C2)CCCCCCOC)C(=CC=C1)OC 4-[(2-fluoro-6-methoxybenzyl)amino]-2-[[1-(6-methoxyhexyl)-1H-pyrazol-4-yl]amino]pyrimidin-5-carboxamide